N1(CCNCC1)CCCC(=O)O[C@H]1[C@H](NC[C@@H]1O)CC1=CC=C(C=C1)OC (2R,3S,4S)-4-hydroxy-2-[(4-methoxyphenyl) methyl]pyrrolidin-3-yl 4-(piperazin-1-yl)butanoate